trans-N-[2-fluoro-3-(4-methyl-6-oxo-1,6-dihydropyrimidin-2-yl)-4-(trifluoromethyl)benzyl]-3-{[3-(trifluoromethyl)benzyl]oxy}cyclobutane-1-carboxamide FC1=C(CNC(=O)[C@@H]2C[C@H](C2)OCC2=CC(=CC=C2)C(F)(F)F)C=CC(=C1C=1NC(C=C(N1)C)=O)C(F)(F)F